CC(CCC[Li])CC(CCCCCCCCCCCC)C 4,6-dimethyloctadecyl-lithium